(3S,6S)-6-dimethylamino-4,4-diphenylheptan-3-yl acetate C(C)(=O)O[C@@H](CC)C(C[C@H](C)N(C)C)(C1=CC=CC=C1)C1=CC=CC=C1